F[Sb-](F)(F)(F)(F)F.F[Sb-](F)(F)(F)(F)F.S(C1=CC=C(C=C1)[S+](C1=CC=CC=C1)C1=CC=CC=C1)C1=CC=C(C=C1)[S+](C1=CC=CC=C1)C1=CC=CC=C1 (sulfanediyldibenzene-4,1-diyl)bis(diphenylsulfonium) bis(hexafluoroantimonate)